[2-(5-bromo-3-ethylsulfonyl-2-pyridyl)-1,3-benzoxazol-5-yl]-ethylimino-oxo-(trifluoromethyl)-lambda6-Sulfane BrC=1C=C(C(=NC1)C=1OC2=C(N1)C=C(C=C2)S(C(F)(F)F)(=O)=NCC)S(=O)(=O)CC